ClC=1C=C(C=CC1)[C@H]1OCC(N([C@H]1C1=CC=C(C=C1)Cl)[C@@H](C(=O)OCC)C1CC1)=O (R)-ethyl 2-((2R,3S)-2-(3-chlorophenyl)-3-(4-chlorophenyl)-5-oxomorpholino)-2-cyclopropylacetate